N-(beta-aminoethyl)-gamma-methyl-aminopropyl-trimethoxysilane NCCNC(CC[Si](OC)(OC)OC)C